FC=1C=NC=CC1C1=NC2=CN=CC=C2C(=C1)N1CCOCC1 2-(3-fluoropyridin-4-yl)-4-(morpholin-4-yl)-1,7-naphthyridine